2-[2-[2-cyclopropyl-6-[4-oxo-6-[(3,3,3-trifluoropropylamino)methyl]-5H-pyrrolo[3,2-d]pyrimidin-3-yl]pyridin-4-yl]-5-fluorophenyl]-1-methylimidazole-4-carbonitrile C1(CC1)C1=NC(=CC(=C1)C1=C(C=C(C=C1)F)C=1N(C=C(N1)C#N)C)N1C=NC2=C(C1=O)NC(=C2)CNCCC(F)(F)F